(2R)-3-(4-amino-3-chloro-phenyl)-2-(9H-fluoren-9-ylmethoxycarbonylamino)propanoic acid NC1=C(C=C(C=C1)C[C@H](C(=O)O)NC(=O)OCC1C2=CC=CC=C2C=2C=CC=CC12)Cl